((R)-S-(difluoromethyl)sulfonimidoyl)-N-((2-(6-((S)-3-methyl-5-oxopiperazin-1-yl)pyridin-2-yl)-1,6-naphthyridin-7-yl)methyl)benzamide FC([S@@](=O)(=N)C1=C(C(=O)NCC2=NC=C3C=CC(=NC3=C2)C2=NC(=CC=C2)N2C[C@@H](NC(C2)=O)C)C=CC=C1)F